FC1=CC2=C(N=C(O2)NC[C@H]2N(C3CC([C@H]2C)C3)C(=O)C3=NC(=CC=C3N3N=CC=N3)C)C=C1 |o1:10,15| 6-fluoro-N-{[(3S,4R) or (3R,4S)-4-methyl-2-[6-methyl-3-(2H-1,2,3-triazol-2-yl)pyridine-2-carbonyl]-2-azabicyclo[3.1.1]heptan-3-yl]methyl}-1,3-benzoxazol-2-amine